BrC1=CC=2N(C(C=C(N2)C(F)(F)F)=O)C=C1 8-bromo-2-(trifluoromethyl)pyrido[1,2-a]pyrimidin-4-one